4-Amino-2-p-tolylisoindole-1,3-dione NC1=C2C(N(C(C2=CC=C1)=O)C1=CC=C(C=C1)C)=O